C(C1=CC=CC=C1)ONC(C(C)(C)Br)=O N-(benzyloxy)-2-bromo-2-methylpropanamide